3-(6-Chloropyridin-3-yl)-5-fluorobenzoic acid methyl ester COC(C1=CC(=CC(=C1)F)C=1C=NC(=CC1)Cl)=O